N-isopropylundecane-1,11-diamine C(C)(C)NCCCCCCCCCCCN